ClC1=NSC=C1Cl 3,4-Dichloro-isothiazol